ClC(C(=O)O)COC 2-CHLORO-3-METHOXYPROPIONIC ACID